FC1=C(C=CC(=C1)F)C1=NC(=CC=C1C(=O)N)N(C(=O)N)C1=C(C=CC=C1F)F 2-(2,4-difluorophenyl)-6-[(2,6-difluorophenyl)(aminocarbonyl)amino]pyridine-3-carboxamide